4-octyloxy-2,2,6,6-tetramethylpiperidin-1-ol C(CCCCCCC)OC1CC(N(C(C1)(C)C)O)(C)C